C1(CC1)C1=CC(=C(N=N1)C(=O)OC)NC1CC(C1)OC methyl 6-cyclopropyl-4-[3-(trans-methoxy)cyclobutyl]amino-pyridazine-3-carboxylate